BrC1=CC=C(C=C1)NC(=O)NN1C(NC(C1=O)(CCC1=CC=CC=C1)C)=O 1-(4-bromophenyl)-3-[4-methyl-2,5-dioxo-4-(2-phenylethyl)imidazolidin-1-yl]urea